C(C(=C)C)(=O)ON1C(C(CCC1)(C)C)(C)C tetramethyl-piperidinyl methacrylate